C1NCC12CN(C2)C2=NN=C1N2C2=C(CNC1)C=CC=C2 1-(2,6-DIAZASPIRO[3.3]HEPTAN-6-YL)-5,6-DIHYDRO-4H-BENZO[F][1,2,4]TRIAZOLO[4,3-A][1,4]DIAZEPIN